4-amino-N-((3S)-6-bromo-2,3-dihydro-1-benzofuran-3-yl)-N,1-dimethyl-1H-pyrazolo[4,3-c]quinoline-8-carboxamide NC1=NC=2C=CC(=CC2C2=C1C=NN2C)C(=O)N(C)[C@@H]2COC1=C2C=CC(=C1)Br